Methyl 8-bromo-9-(4-((1-(3,3-difluoropropyl-1,1-d2)azetidin-3-ylidene)methyl)phenyl)-6,7-dihydro-5H-benzo[7]annulene-3-carboxylate BrC=1CCCC2=C(C1C1=CC=C(C=C1)C=C1CN(C1)C(CC(F)F)([2H])[2H])C=CC(=C2)C(=O)OC